5-bromo-6-chloro-3-iodo-1-(tetrahydro-2H-pyran-2-yl)-1H-indazole BrC=1C=C2C(=NN(C2=CC1Cl)C1OCCCC1)I